CC(=C(N(C)C)F)C Fluorenamin